BrC=1C=CC2=C(C(=NCC(=N2)N)C2=C(C=CC=C2F)F)C1Cl 7-bromo-6-chloro-5-(2,6-difluorophenyl)-3H-1,4-benzodiazepine-2-Amine